NC1=NC=2C=C(C(=CC2C2=C1C=NN2C)C(=O)N2C(CC[C@@H](C2)C)C2=CC1=C(CC3(CCN(CC3)C)O1)C(=C2)F)F (4-amino-7-fluoro-1-methyl-1H-pyrazolo[4,3-c]quinolin-8-yl)((5S)-2-(4-fluoro-1'-methyl-3H-spiro[benzofuran-2,4'-piperidin]-6-yl)-5-methylpiperidin-1-yl)methanone